O=C1NC(CCC1N1C(C2=CC=C(C=C2C1)C=1N=NN(C1)CCOCCOC1=NC=C(C(=O)NC)C=C1F)=O)=O 6-(2-(2-(4-(2-(2,6-dioxopiperidin-3-yl)-1-oxoisoindolin-5-yl)-1H-1,2,3-triazol-1-yl)ethoxy)ethoxy)-5-fluoro-N-methylnicotinamide